N-hydroxy-6-(4-((2-methyl-4-quinazolinyl)amino)phenoxy)hexanamide ONC(CCCCCOC1=CC=C(C=C1)NC1=NC(=NC2=CC=CC=C12)C)=O